3-cyanoindole C(#N)C1=CNC2=CC=CC=C12